3-[(4-tert-butyl-2-methoxyphenyl)-amino]prop-1-yn C(C)(C)(C)C1=CC(=C(C=C1)NCC#C)OC